N-((1-Cyanopyrrolidin-3-yl)methyl)-1-(2,4-dichlorobenzyl)-1H-indazole-3-carboxamide C(#N)N1CC(CC1)CNC(=O)C1=NN(C2=CC=CC=C12)CC1=C(C=C(C=C1)Cl)Cl